N1=C(C=CC=C1)C1CCNCC1 4-(2-pyridyl)piperidin